6-(4-(1-(3-Oxo-4-(trifluoromethyl)-3,5,6,7-tetrahydro-2H-cyclopenta[c]pyridazin-7-yl)pyrrolidine-3-carbonyl)piperazin-1-yl)nicotinonitrile O=C1C(=C2C(=NN1)C(CC2)N2CC(CC2)C(=O)N2CCN(CC2)C2=NC=C(C#N)C=C2)C(F)(F)F